CN1CCC2=CC=CC=C2C12CCN(CC2)C2=C(C=CC=C2)NS(=O)(=O)C2=CC=C(C=C2)S(=O)(=O)C N-(2-(2-methyl-3,4-dihydro-2H-spiro[isoquinoline-1,4'-piperidin]-1'-yl)phenyl)-4-(methylsulfonyl)benzenesulfonamide